5-((2-(1-((1-(2-(2,6-dioxopiperidin-3-yl)-1,3-dioxoisoindolin-5-yl)pyrrolidin-3-yl)methyl)piperidin-4-yl)pyrimidin-5-yl)amino)-3-(piperidin-1-yl)-1,2,4-triazine-6-carboxamide O=C1NC(CCC1N1C(C2=CC=C(C=C2C1=O)N1CC(CC1)CN1CCC(CC1)C1=NC=C(C=N1)NC=1N=C(N=NC1C(=O)N)N1CCCCC1)=O)=O